2-bromo-3-nitropyridine BrC1=NC=CC=C1[N+](=O)[O-]